3-(6-(trifluoromethyl)pyridin-3-yl)acrylamide α-L-rhamnopyranosyl-β-hydroxydecanoyl-β-hydroxydodecanoate [C@@H]1([C@H](O)[C@H](O)[C@@H](O)[C@@H](O1)C)C(C(=O)O)(C(CCCCCCCCC)O)C(C(CCCCCCCC)O)=O.FC(C1=CC=C(C=N1)C=CC(=O)N)(F)F